Hexane-thiol C(CCCCC)S